1-methyl-N-((6-((3-methyl-1,2,4-oxadiazol-5-yl)methoxy)-1H-indol-2-yl)methyl)cyclopropane-1-carboxamide CC1(CC1)C(=O)NCC=1NC2=CC(=CC=C2C1)OCC1=NC(=NO1)C